9-(4-Hydroxybutyl)-N2-phenylguanine OCCCCN1C=2N=C(NC(C2N=C1)=O)NC1=CC=CC=C1